6-(2-(4-chlorophenyl)acetyl)-2-(1-phenylcyclopropyl)-5,6,7,8-tetrahydropyrido[4,3-d]pyrimidin-4(3H)-one ClC1=CC=C(C=C1)CC(=O)N1CC2=C(N=C(NC2=O)C2(CC2)C2=CC=CC=C2)CC1